5-(4-(4-(dimethoxymethyl)piperidin-1-yl)phenyl)-8-fluoro-6-phenylnaphthalen-2-ol COC(C1CCN(CC1)C1=CC=C(C=C1)C1=C2C=CC(=CC2=C(C=C1C1=CC=CC=C1)F)O)OC